C(#C)C1=CC(N(C=2N=C(N=CC21)NC2=CC=C(C=C2)N2CC(NCC2)C)C2=CC=CC=C2)=O 5-Ethynyl-2-{[4-(3-methylpiperazin-1-yl)phenyl]amino}-8-phenylpyrido[2,3-d]pyrimidin-7-one